N-[3-(methylsulfanyl)propyl]histidinamide CSCCCNC([C@@H](N)CC1=CNC=N1)=O